1-[N,N-bis(2-hydroxyethyl)-aminomethyl]carboxybenzotriazole OCCN(CCO)CN1N=NC2=C1C=CC=C2C(=O)O